5-(4-((1-(4-((R)-2-(3-Chloro-4-cyanophenyl)-3-methyl-2,8-diazaspiro[4.5]decan-8-yl)benzoyl)piperidin-4-yl)meth-yl)piperazin-1-yl)-N-(2,6-dioxopiperidin-3-yl)picolinamide ClC=1C=C(C=CC1C#N)N1CC2(C[C@H]1C)CCN(CC2)C2=CC=C(C(=O)N1CCC(CC1)CN1CCN(CC1)C=1C=CC(=NC1)C(=O)NC1C(NC(CC1)=O)=O)C=C2